FC=1C=CC(=NC1)OC1=C(C=C(C=C1)NC(=O)NC(=O)C12CC(C1)(C2)OC)C N-((4-((5-fluoropyridin-2-yl)oxy)-3-methylphenyl)carbamoyl)-3-methoxybicyclo[1.1.1]pentane-1-carboxamide